FC(C=1C=C(C=CC1F)C=1C=C2C(=NC1)C=NN2CC(=O)N(C)C)F 2-[6-[3-(Difluoromethyl)-4-fluoro-phenyl]pyrazolo[4,3-b]pyridin-1-yl]-N,N-dimethyl-acetamide